2-((1s,2s)-1-(2-cyanophenyl)-1-(3,4-difluorophenyl)propan-2-yl)-5-hydroxy-N-(isoxazol-4-yl)-1-methyl-6-oxo-1,6-dihydropyrimidine-4-carboxamide C(#N)C1=C(C=CC=C1)[C@@H]([C@H](C)C=1N(C(C(=C(N1)C(=O)NC=1C=NOC1)O)=O)C)C1=CC(=C(C=C1)F)F